O=C1SC(C(N1)=O)CC1=CC=C(C=C1)CC1=CC=C(C=C1)CC1C(NC(S1)=O)=O bis{4-[(2,4-dioxo-5-thiazolidinyl)methyl]phenyl}methane